ClC1=CC=C(C=C1)C=1C=C(C2=CC=CC=C2C1)C1=CC=CC=C1 3-(4-chlorophenyl)-1-phenyl-naphthalene